N1=CC(=CC=C1)C=1C=C2CCOC(C2=CC1)CNC(OC(C)(C)C)=O tert-Butyl (6-(pyridin-3-yl)isochroman-1-yl)methylcarbamate